ClC=1N(C(=C(N1)C(F)(F)F)Cl)C 2,5-dichloro-1-methyl-4-(trifluoromethyl)-1H-imidazole